2-dimethylamino-2-(4-methylbenzyl)-1-(4-morpholin-4-ylphenyl)-1-butanone CN(C(C(=O)C1=CC=C(C=C1)N1CCOCC1)(CC)CC1=CC=C(C=C1)C)C